4-[(1S)-1-[[4-[Methyl(2-phenoxyethyl)amino]tetrahydropyran-4-carbonyl]amino]ethyl]benzoic acid, hydrochloride Cl.CN(C1(CCOCC1)C(=O)N[C@@H](C)C1=CC=C(C(=O)O)C=C1)CCOC1=CC=CC=C1